ClS(=O)(=O)CC(C(=O)OC(C)(C)C)(C)C tert-butyl 3-(chlorosulfonyl)-2,2-dimethylpropionate